NC=1C2=C(N=CN1)N(C(=C2C2=CC(=C(C=C2)Cl)OC)C#CC2CN(C2)[C@@H]2[C@@H](CN(CC2)C(C=C)=O)O)CC2CC2 1-((3R,4S)-4-(3-((4-amino-5-(4-chloro-3-methoxyphenyl)-7-(cyclopropylmethyl)-7H-pyrrolo[2,3-d]pyrimidin-6-yl)ethynyl)azetidin-1-yl)-3-hydroxypiperidin-1-yl)prop-2-en-1-one